4-methylpiperidine-1-sulphonyl chloride CC1CCN(CC1)S(=O)(=O)Cl